IC1=CC(=C(C=2C=CC=NC12)C(=O)O)C 8-iodo-6-methylquinoline-5-carboxylic acid